methyl 4-((3-(4-benzamidophenyl)-1-methyl-1H-pyrazol-5-yl)carbamoyl)benzoate C(C1=CC=CC=C1)(=O)NC1=CC=C(C=C1)C1=NN(C(=C1)NC(=O)C1=CC=C(C(=O)OC)C=C1)C